3-((3-((3R,5R)-5-(4-chlorophenyl)tetrahydro-furan-3-yl)-1,2,4-oxadiazol-5-yl)methyl)-5-methyl-3,5-dihydropyrido[3,2-d]pyrimidine-4,6-dione ClC1=CC=C(C=C1)[C@H]1C[C@@H](CO1)C1=NOC(=N1)CN1C=NC2=C(C1=O)N(C(C=C2)=O)C